ClC=1C=NN(C(C1)=O)[C@H](C(=O)NC=1C=CC(=C(C1)S(=O)(=O)NCCC=1C=C(C(=O)O)C=CC1)C)C 3-[2-[[5-[[(2S)-2-(4-chloro-6-oxo-pyridazin-1-yl)propanoyl]amino]-2-methyl-phenyl]sulfonylamino]ethyl]benzoic acid